N1(CCOCC1)C1=CC=C(C=C1)C=1N=C2N(C=CN=C2)C1NC=1C=C(C(=O)OC)C=CC1 methyl 3-[[2-(4-morpholin-4-ylphenyl)imidazo[1,2-a]pyrazin-3-yl]amino]benzoate